(S)-quinuclidin-3-yl((R)-5-(4-isopropoxy-3-methylphenyl)-2,2-dimethyl-2,3-dihydro-1H-inden-1-yl)carbamate N12C[C@H](C(CC1)CC2)OC(N[C@@H]2C(CC1=CC(=CC=C21)C2=CC(=C(C=C2)OC(C)C)C)(C)C)=O